N1(CC1)C1=CC=C(CN2N=C3C(C(N(C=4N3CC(N4)(C)C)C)=O)=C2NC2=CC=C(C=C2)F)C=C1 2-(4-(aziridin-1-yl)benzyl)-3-((4-fluorophenyl)amino)-5,7,7-trimethyl-7,8-dihydro-2H-imidazo[1,2-a]pyrazolo[4,3-e]pyrimidin-4(5H)-one